oxazol-5-ylmethyl (4-(1-(azetidine-1-carbonyl)piperidin-4-yl)phenyl)carbamate N1(CCC1)C(=O)N1CCC(CC1)C1=CC=C(C=C1)NC(OCC1=CN=CO1)=O